3,3-dimethyl-6-((trimethylsilyl)ethynyl)-1,3-dihydro-2H-pyrrolo[2,3-b]pyridin-2-one CC1(C(NC2=NC(=CC=C21)C#C[Si](C)(C)C)=O)C